ClC1=NC(=CC=C1C=1C=C2C(=NC1)NC=C2C(=O)C=2C(=C(C(=CC2)F)NS(=O)(=O)CCC)F)C N-(3-(5-(2-chloro-6-methylpyridin-3-yl)-1H-pyrrolo[2,3-b]pyridine-3-carbonyl)-2,6-difluorophenyl)propane-1-sulfonamide